2,2-dimethyloxazolidine-4-carboxylic acid CC1(OCC(N1)C(=O)O)C